O=C1C2=C(N=C(N1)[C@@H]1[C@H](CC1)C1=NC=CC=N1)N(N=C2C#N)[C@H](C)C2=CN=C(S2)C(F)(F)F 4-oxo-6-((1S,2S)-2-(pyrimidin-2-yl)cyclobutyl)-1-((R)-1-(2-(trifluoromethyl)thiazol-5-yl)ethyl)-4,5-dihydro-1H-pyrazolo[3,4-d]pyrimidine-3-carbonitrile